OC1=CC=C(C(=O)N2C(CC3=CC=CC=C23)=O)C=C1 p-hydroxybenzoyl-1H-indol-2-one